Deoxyribose 1-phosphate C1[C@@H]([C@H](OC1OP(=O)(O)O)CO)O